ClC1=NC=CC(=C1C(CCC=C)O)I 1-(2-chloro-4-iodopyridin-3-yl)pent-4-en-1-ol